FC(CNC(=O)N1CC2(CC2)[C@@H]([C@@H]1CC=1C(=C(C=CC1)C1=CC(=CC(=C1)F)F)F)NS(=O)(=O)CF)(C)C (6S,7S)-N-(2-fluoro-2-methylpropyl)-7-((fluoromethyl)sulfonamido)-6-((2,3',5'-trifluoro-[1,1'-biphenyl]-3-yl)methyl)-5-azaspiro[2.4]heptane-5-carboxamide